(3,6-dichloropyrazin-2-yl)piperidine-4-carboxylic acid ethyl ester C(C)OC(=O)C1CCN(CC1)C1=NC(=CN=C1Cl)Cl